divinyl-(2-propynyl)phosphine oxide C(=C)P(CC#C)(C=C)=O